methyl 1-[3-methoxy-4-[4-[3-methyl-4-[[(1R)-1-phenylethoxy] carbonylamino]isoxazol-5-yl]-1-piperidyl]phenyl]cyclopropanecarboxylate COC=1C=C(C=CC1N1CCC(CC1)C1=C(C(=NO1)C)NC(=O)O[C@H](C)C1=CC=CC=C1)C1(CC1)C(=O)OC